2-[[2,2-bis[[(1-oxoallyl)oxy]methyl]butoxy]methyl]-2-ethyl-1,3-propanediol diacrylate C(C=C)(=O)OCC(COC(C=C)=O)(CC)COCC(CC)(COC(C=C)=O)COC(C=C)=O